ClC1=CC=C(C=C1)CC[C@@H](C(=O)O)NC(=O)OCC1C2=CC=CC=C2C=2C=CC=CC12 (2S)-4-(4-chlorophenyl)-2-(9H-fluoren-9-ylmethoxycarbonylamino)butanoic acid